4-[2-cyclopropyl-6-(6-{[(2-hydroxyethyl)amino]methyl}-1-oxo-4-(trifluoromethyl)-3H-isoindol-2-yl)pyridin-4-yl]-3-(4-methyl-1,2,4-triazol-3-yl)benzonitrile C1(CC1)C1=NC(=CC(=C1)C1=C(C=C(C#N)C=C1)C1=NN=CN1C)N1C(C2=CC(=CC(=C2C1)C(F)(F)F)CNCCO)=O